C12(OCC(C1)C2)COC=2C=C1CCN3[C@@H](C1=CC2OC)C[C@H]([C@@H](C3)OC(C)(C)C)O (2R,3R,11bR)-9-((2-oxabicyclo[2.1.1]hexan-1-yl)methoxy)-3-(tert-butoxy)-10-methoxy-1,3,4,6,7,11b-hexahydro-2H-pyrido[2,1-a]isoquinolin-2-ol